C(C1=CC=CC=C1)ONC(=O)C12CNCC(CC1)N2S(=O)(=O)C2=CC(=C(C(=C2)F)OC2=CC=C(C=C2)Cl)F N-(benzyloxy)-8-((4-(4-chlorophenoxy)-3,5-difluorophenyl)sulfonyl)-3,8-diazabicyclo[3.2.1]octane-1-carboxamide